CN[C@@H](CCC(=O)[O-])C(=O)[O-] N-methyl-L-glutamate